tert-butyl (R)-4-(5-chloro-4-((1-(2,4-dichlorophenyl)ethyl)amino)pyrimidin-2-yl)piperazine-1-carboxylate ClC=1C(=NC(=NC1)N1CCN(CC1)C(=O)OC(C)(C)C)N[C@H](C)C1=C(C=C(C=C1)Cl)Cl